ethyl 2-((1-methyl-1H-pyrazol-4-yl)amino)-4-(((1s,4s)-4-(4-(3-(piperidin-4-yl)propyl)piperazin-1-yl)cyclohexyl) amino)pyrimidine-5-carboxylate hydrochloride Cl.CN1N=CC(=C1)NC1=NC=C(C(=N1)NC1CCC(CC1)N1CCN(CC1)CCCC1CCNCC1)C(=O)OCC